NC1=NC=NN2C1=C(C=C2C2CCN(CC2)C(C(C)C)=O)C2=CC=C(C=C2)NC(=O)C=2C(N(C=C(C2)C#C[C@H](C)O)C2=CC=CC=C2)=O (S)-N-(4-(4-Amino-7-(1-isobutyrylpiperidin-4-yl)pyrrolo[2,1-f][1,2,4]triazin-5-yl)phenyl)-5-(3-hydroxybut-1-yn-1-yl)-2-oxo-1-phenyl-1,2-dihydropyridine-3-carboxamide